3-oxotetrahydro-1H-pyrrolizine O=C1CCC2CCCN12